2-(cyclohexyloxy)-1-(4-(trans-2-phenylcyclopropanecarbonyl)piperazin-1-yl)ethanone C1(CCCCC1)OCC(=O)N1CCN(CC1)C(=O)[C@H]1[C@@H](C1)C1=CC=CC=C1